FC1=CC=C(C(=O)C=2C(=NC(=C(C2)C)C)C(=O)O)C=C1 3-(4-fluorobenzoyl)-5,6-dimethyl-pyridine-2-carboxylic acid